(1-(1H-indol-3-yl)hexane-2-yl)-3-chloro-7-(oxetan-3-yl)-5,6,7,8-tetrahydroimidazo[1,2-a]pyrazine-2-carboxamide N1C=C(C2=CC=CC=C12)CC(CCCC)C1CN(CC=2N1C(=C(N2)C(=O)N)Cl)C2COC2